ethyl (S)-5-methyl-4-((R)-tetrahydro-2H-pyran-3-carbonyl)-2,3,4,5-tetrahydrobenzo[f][1,4]oxazepine-8-carboxylate C[C@@H]1N(CCOC2=C1C=CC(=C2)C(=O)OCC)C(=O)[C@H]2COCCC2